decanedioic acid bis(2,2,6,6-tetramethyl-1-(octyl oxy)-4-piperidinyl) ester CC1(N(C(CC(C1)OC(CCCCCCCCC(=O)OC1CC(N(C(C1)(C)C)OCCCCCCCC)(C)C)=O)(C)C)OCCCCCCCC)C